2-iodo-6-(2-methyl-allyl)-phenol IC1=C(C(=CC=C1)CC(=C)C)O